1-[(2-hydroxyethyl)amino]-2,3-dihydro-1H-indene-4-carbonitrile OCCNC1CCC=2C(=CC=CC12)C#N